tert-butyl N-[[4-[3-chloro-4-[2-chloro-3-(2,4-difluoro-3-formyl-anilino)phenyl]-2-pyridyl]-2-methoxy-phenyl]methyl]-N-[[(2S)-5-oxopyrrolidin-2-yl]methyl]carbamate ClC=1C(=NC=CC1C1=C(C(=CC=C1)NC1=C(C(=C(C=C1)F)C=O)F)Cl)C1=CC(=C(C=C1)CN(C(OC(C)(C)C)=O)C[C@H]1NC(CC1)=O)OC